5-bromo-1,3-dimethylindoline-3-carbonitrile BrC=1C=C2C(CN(C2=CC1)C)(C#N)C